O=C1N(CC(C1)CCC)CN1C(=NC2=C1C=CC(=C2)C#N)CCC 1-[(2-oxo-4-propylpyrrolidin-1-yl)methyl]-2-propyl-1H-benzimidazole-5-carbonitrile